Natrium (S)-3-(2',3'-Dimethoxybiphenyl-3-yl)-3-(3-(1,5-dimethyl-4-oxido-2-oxo-1,2-dihydropyridin-3-yl)ureido)propanoat COC1=C(C=CC=C1OC)C1=CC(=CC=C1)[C@H](CC(=O)[O-])NC(=O)NC=1C(N(C=C(C1[O-])C)C)=O.[Na+].[Na+]